N-(3-methyl-1-(tetrahydro-2H-pyran-2-yl)-1H-pyrazolo[4,3-c]pyridin-4-yl)-1,1-diphenylmethanimine CC1=NN(C2=C1C(=NC=C2)N=C(C2=CC=CC=C2)C2=CC=CC=C2)C2OCCCC2